(4,4-Difluorocyclohexyloxy)-2,2-difluoro-7-(trifluoromethylthio)-2,3-dihydro-1H-inden-1-ol FC1(CCC(CC1)OC1(C(CC2=CC=CC(=C12)SC(F)(F)F)(F)F)O)F